(S)- or (R)-4-[(2-{5-[5-chloro-2-(difluoromethoxy)phenyl]-1-oxidopyridin-2-yl}-3-cyclopropylpropanoyl)amino]benzoic acid ClC=1C=CC(=C(C1)C=1C=CC(=[N+](C1)[O-])[C@@H](C(=O)NC1=CC=C(C(=O)O)C=C1)CC1CC1)OC(F)F |o1:14|